2-[2-Fluoro-5-hydroxy-4-(1-hydroxy-1-ethyl-ethyl)phenyl]-N-[2-[1-(trifluoroethyl)cyclopropyl]-1H-benzimidazol-5-yl]acetamide FC1=C(C=C(C(=C1)C(C)(CC)O)O)CC(=O)NC1=CC2=C(NC(=N2)C2(CC2)CC(F)(F)F)C=C1